(E)-4-((Hydroxyimino)methyl)-1-(2-(2-nitrophenyl)-2-oxoethyl)pyridin-1-ium bromide [Br-].O\N=C\C1=CC=[N+](C=C1)CC(=O)C1=C(C=CC=C1)[N+](=O)[O-]